(2S)-2-{[(9H-fluoren-9-ylmethoxy)carbonyl]amino}-N-methylpropanamide C1=CC=CC=2C3=CC=CC=C3C(C12)COC(=O)N[C@H](C(=O)NC)C